((4-bromo-3-(2-fluoroethoxy)benzyl)(pyrimidin-5-yl)amino)benzonitrile BrC1=C(C=C(CN(C=2C=NC=NC2)C2=C(C#N)C=CC=C2)C=C1)OCCF